6-((3-(2,2,2-trifluoroethoxy)pyridin-2-yl)oxy)imidazo[1,2-a]pyridine-2-carboxamide FC(COC=1C(=NC=CC1)OC=1C=CC=2N(C1)C=C(N2)C(=O)N)(F)F